1-(3-(4-Methoxyphenyl)-1,2,4-oxadiazol-5-yl)-N-((1-methylpyrrolidin-3-yl)methyl)piperidine-4-carboxamide COC1=CC=C(C=C1)C1=NOC(=N1)N1CCC(CC1)C(=O)NCC1CN(CC1)C